N1=CN=C(C2=C1NC=C2)N2CC1(CC1)C(CC2)C(=O)[O-] 5-(7H-pyrrolo[2,3-d]pyrimidin-4-yl)-5-azaspiro[2.5]octane-8-carboxylate